5-[4-[[3-[4-[4-(5-amino-1H-indazol-3-yl)-2-pyridyl]piperazin-1-yl]azetidin-1-yl]methyl]-1-piperidyl]-2-(2,6-dioxo-3-piperidyl)isoindoline-1,3-dione NC=1C=C2C(=NNC2=CC1)C1=CC(=NC=C1)N1CCN(CC1)C1CN(C1)CC1CCN(CC1)C=1C=C2C(N(C(C2=CC1)=O)C1C(NC(CC1)=O)=O)=O